5,7-difluoro-6-(1-(6-(4-methylthiophenyl)-1H-imidazo[4,5-b]pyrazin-1-yl)ethyl)quinoline FC1=C2C=CC=NC2=CC(=C1C(C)N1C=NC=2C1=NC(=CN2)C2=CC=C(C=C2)SC)F